COCOC=1C=C(C=C(C1C(C)C)OCOC)C#CC1=C(CO)C=CC=C1 2-({3,5-di[(methoxymethyl)oxy]-4-isopropylphenyl}ethynyl)benzyl alcohol